ethyl 2-[3-aminopropionyl (methyl) amino]-4-methyl-thiazole-5-carboxylate NCCC(=O)N(C=1SC(=C(N1)C)C(=O)OCC)C